N-(2-methoxyethyl)-5-(1,8-naphthyridin-3-yl)pyrrolo[2,1-f][1,2,4]triazin-2-amine COCCNC1=NN2C(C=N1)=C(C=C2)C=2C=NC1=NC=CC=C1C2